4-aminobutan-1,1-dithiol NCCCC(S)S